N-((S)-1-(((S)-1-(1H-Benzo[d]imidazol-2-yl)ethyl)amino)((S)-2-methylpiperidin-1-yl)-1,4-dioxobutan-2-yl)-4-methylpentanamide N1C(=NC2=C1C=CC=C2)[C@H](C)NC([C@H](CC(=O)N2[C@H](CCCC2)C)NC(CCC(C)C)=O)=O